FC1=CC=C(C=C1)C1CCN(CCO1)C1=NC(=C(C(=N1)C)N)C 2-(7-(4-fluorophenyl)-1,4-oxazepan-4-yl)-4,6-dimethylpyrimidin-5-amine